NC=1C2=C(N=CN1)N(C=C2C2=CC=C(C1=C2CCO1)NC(=O)NC1=CC(=C(C=C1)CN1CCN(CC1)C)C(F)(F)F)C1CC1 1-(4-(4-amino-7-cyclopropyl-7H-pyrrolo[2,3-d]pyrimidin-5-yl)-2,3-dihydrobenzofuran-7-yl)-3-(4-((4-methylpiperazin-1-yl)methyl)-3-(trifluorometh-yl)phenyl)urea